N-(4-(2-chlorophenyl)thiazol-2-yl)-5-(2-oxa-7-azaspiro[3.5]non-7-yl)picolinamide ClC1=C(C=CC=C1)C=1N=C(SC1)NC(C1=NC=C(C=C1)N1CCC2(COC2)CC1)=O